(R)- or (S)-N-(4-Cyanobenzyl)-6-((1-(cyclopropylsulfonyl)cyclopropyl)methyl)-1-(2-hydroxypropyl)-7-oxo-4,5,6,7-tetrahydro-1H-pyrazolo[3,4-c]pyridine-3-carboxamide C(#N)C1=CC=C(CNC(=O)C2=NN(C=3C(N(CCC32)CC3(CC3)S(=O)(=O)C3CC3)=O)C[C@@H](C)O)C=C1 |o1:31|